(E)-methyl 2-((3,5-bis(trifluoromethyl) benzylidene) amino)-4-methyl-2-vinylpentanoate FC(C=1C=C(\C=N\C(C(=O)OC)(CC(C)C)C=C)C=C(C1)C(F)(F)F)(F)F